BrC1=C2C(=CNC2=CC=C1)C=C[N+]#[C-] 4-Bromo-3-(2-isocyanovinyl)-1H-indole